ClC1=CC=C(C(=N1)C(=O)NS(=O)(=O)C)N[C@H](C)C=1C=C(C=C2C(N(C(=NC12)N1CCC(CC1)C=1N=NC(=CC1)C)C)=O)C (R)-6-chloro-3-((1-(3,6-dimethyl-2-(4-(6-methylpyridazin-3-yl)piperidin-1-yl)-4-oxo-3,4-dihydroquinazolin-8-yl)ethyl)amino)-N-(methylsulfonyl)picolinamide